C(C=C)(=O)O.C(C=C)(=O)O.C(C=C)(=O)O.C(CCCC)O amyl alcohol triacrylate